7-(N-(bicyclo[2.2.1]heptan-2-yl)sulfamoyl)-9-oxo-9H-fluorene C12C(CC(CC1)C2)NS(=O)(=O)C2=CC=C1C=3C=CC=CC3C(C1=C2)=O